N-benzyl-3,3-difluoro-4-hydroxypiperidine C(C1=CC=CC=C1)N1CC(C(CC1)O)(F)F